3-(3,4,5-trifluorophenyl)-N-(3-(3,4,5-trifluorophenyl)propanoyl)propanamide FC=1C=C(C=C(C1F)F)CCC(=O)NC(CCC1=CC(=C(C(=C1)F)F)F)=O